S(=O)(=O)(O)O.C1(=CC=CC=C1)C(OC1CCN(CC1)CCCC=O)C1=CC=CC=C1 4-[4-(diphenylmethoxy)-1-piperidinyl]-1-butanone sulfate